N[C@H]1[C@H]2SCC(=C(N2C1=O)C(=O)OC(C)(C)C)\C=C/C1=C(N=CS1)C tert-butyl (6R,7R)-7-amino-3-[(1Z)-2-(4-methyl-5-thiazolyl) vinyl]-8-oxo-5-thia-1-azabicyclo[4.2.0]oct-2-ene-2-carboxylate